ClC1=C(C(=CC=C1OC)Cl)B(O)O (2,6-dichloro-3-methoxyphenyl)boronic acid